C(C1=CC=CC=C1)OC(=O)[C@@H]1[C@@H]2O[C@@H]2CN1 (1S,2S,5R)-6-oxa-3-azabicyclo[3.1.0]Hexane-2-carboxylic acid benzyl ester